tri(isopropoxy)aluminum C(C)(C)O[Al](OC(C)C)OC(C)C